Pyrroline C1CNC=C1